BrC=1C=C(C=CC1F)NC(=NO)C1=NON=C1NCCCS(NO)(=O)=O N-(3-bromo-4-fluorophenyl)-N'-hydroxyl-4-((3-(N-hydroxylsulfamoyl)-propyl)amino)-1,2,5-oxadiazol-3-formamidine